Cl.CC=1C=C(C=C2C(NC(=NC12)C=1C=C2C(=CN1)SC=C2)=O)CCCN2CCOCC2 8-methyl-6-(3-morpholin-4-yl-propyl)-2-thieno[2,3-c]pyridin-5-yl-3H-quinazolin-4-one hydrochloride